tert-butyl (trans-3-(6-chloro-1H-pyrazolo[4,3-c]pyridin-1-yl)cyclobutyl)carbamate ClC1=CC2=C(C=N1)C=NN2[C@@H]2C[C@H](C2)NC(OC(C)(C)C)=O